4-isopropoxyisophthalamide C(C)(C)OC1=C(C=C(C(=O)N)C=C1)C(=O)N